CC=1SC=C(N1)N1N=C(C=C1)CC(=O)OCC ethyl 2-[1-(2-methyl-1,3-thiazol-4-yl)-1H-pyrazol-3-yl]acetate